C(C)(C)(C)OC(=O)N1C=CC2=C(C(=CC(=C12)C)OC)CN1[C@@H](CNCC1)C1=CC=C(C=C1)C(=O)OC |r| (±)-5-methoxy-4-((2-(4-(methoxycarbonyl)phenyl)piperazin-1-yl)methyl)-7-methyl-1H-indole-1-carboxylic acid tert-butyl ester